O=C1NC(CCC1N1C(C2=CC=CC(=C2C1=O)NCCOCCOCCC(=O)NC1=CC=C(CN2C=CC3=CC=C(C=C23)C(=O)NO)C=C1)=O)=O 1-(4-(3-(2-(2-((2-(2,6-dioxopiperidin-3-yl)-1,3-dioxoisoindolin-4-yl)amino)ethoxy)ethoxy)propanamido)benzyl)-N-hydroxy-1H-indole-6-carboxamide